3-fluoro-N-[2-methylimidazo[1,2-a]pyrazin-6-yl]-5-(piperidin-4-yl)thiophene-2-carboxamide FC1=C(SC(=C1)C1CCNCC1)C(=O)NC=1N=CC=2N(C1)C=C(N2)C